BrC1=CC=C(C=C1)NC(=O)N[C@H](C(=O)NCC(=O)OC(C)(C)C)[C@H](CC)C tert-butyl {[(2S,3S)-2-{[(4-bromophenyl)carbamoyl]amino}-3-methylpentanoyl]amino}acetate